butaneamide C(CCC)(=O)N